2-{1-[(tert-butoxy)carbonyl]pyrrolidin-3-yl}-1,3-thiazole-4-carboxylic acid C(C)(C)(C)OC(=O)N1CC(CC1)C=1SC=C(N1)C(=O)O